ClC1=NSC=2C1=NC(=CC2CC#N)N2[C@@H](COCC2)C 2-{3-chloro-5-[(3R)-3-methylmorpholin-4-yl]-[1,2]thiazolo[4,5-b]pyridin-7-yl}acetonitrile